methyl 4-((4-methoxybenzyl)amino)-3-methyl-1-(tetrahydro-2H-pyran-2-yl)-1H-pyrazolo[4,3-c]quinoline-8-carboxylate COC1=CC=C(CNC2=NC=3C=CC(=CC3C3=C2C(=NN3C3OCCCC3)C)C(=O)OC)C=C1